FC=1C(=NC=CC1)C1(CCC1)CNC1=NC=C(C=N1)C=1SC(=CN1)CC#N 2-{2-[2-({[(3-fluoro-2-pyridyl)cyclobutyl]methyl}amino)pyrimidin-5-yl]-1,3-thiazol-5-yl}ethanenitrile